ClC1=C(C=C(CN2CCCC23CCN(CC3)C(=O)OC(C(F)(F)F)C(F)(F)F)C=C1)C 1,1,1,3,3,3-hexafluoropropan-2-yl 1-(4-chloro-3-methylbenzyl)-1,8-diazaspiro[4.5]decane-8-carboxylate